IC1=C(C=NN1C1OCCCC1)C 5-iodo-4-methyl-1-(tetrahydro-2H-pyran-2-yl)-1H-pyrazole